(3-carbamoyl-5-(imidazo[1,2-a]pyrimidin-3-yl)-1H-indol-1-yl)acetic acid C(N)(=O)C1=CN(C2=CC=C(C=C12)C1=CN=C2N1C=CC=N2)CC(=O)O